Cl.CC=1C=CC=C2CCC(NC12)=O 8-methyl-3,4-dihydro-1H-quinolin-2-one hydrochloride